2,5-dihydroxy-3-methyl-pentanoic acid OC(C(=O)O)C(CCO)C